(S)-1-(1-(3,4-dimethoxyphenyl)-3-hydroxypropan-2-yl)Pyrrole COC=1C=C(C=CC1OC)C[C@@H](CO)N1C=CC=C1